BrC=1C=C2C=CN(C2=CC1)C1CCC(CC1)C(=O)OC methyl 4-(5-bromo-1H-indol-1-yl)cyclohexane-1-carboxylate